(S)-quinuclidin-3-yl (7-(benzo[b]thiophen-2-yl)-3,3-dimethylchroman-4-yl)carbamate S1C2=C(C=C1C1=CC=C3C(C(COC3=C1)(C)C)NC(O[C@@H]1CN3CCC1CC3)=O)C=CC=C2